3-(2-(tert-butyl)phenoxy)benzo[d]isothiazole 1,1-dioxide C(C)(C)(C)C1=C(OC2=NS(C3=C2C=CC=C3)(=O)=O)C=CC=C1